benzyl N-[(3R)-3-[3-[6-(1-hydroxyethyl)pyrazin-2-yl]-1-tetrahydropyran-2-yl-indazol-5-yl]oxybutyl]carbamate OC(C)C1=CN=CC(=N1)C1=NN(C2=CC=C(C=C12)O[C@@H](CCNC(OCC1=CC=CC=C1)=O)C)C1OCCCC1